tert-butyl 3,3-dimethyl-4-(5,6,7,8-tetrahydro-[1,2,4]triazolo[1,5-a]pyridine-6-carbonyl)piperazine-1-carboxylate CC1(CN(CCN1C(=O)C1CCC=2N(C1)N=CN2)C(=O)OC(C)(C)C)C